dichlorvos O=P(OC)(OC=C(Cl)Cl)OC